6-(3-Isopropyl-5-(1-(2-(methylsulfonyl)ethyl)azetidin-3-yl)-1H-indol-2-yl)-8-methyl-[1,2,4]triazolo[1,5-a]pyridin C(C)(C)C1=C(NC2=CC=C(C=C12)C1CN(C1)CCS(=O)(=O)C)C=1C=C(C=2N(C1)N=CN2)C